1-(4-chloro-3-(1-methylpyrrolidin-2-yl)benzyl)-2-thioxo-1,2,3,5-tetrahydro-4H-pyrrolo[3,2-d]pyrimidin-4-one ClC1=C(C=C(CN2C(NC(C3=C2C=CN3)=O)=S)C=C1)C1N(CCC1)C